N-(cyano(cyclohexyl)methyl)-4-methoxybenzenesulfonamide C(#N)C(NS(=O)(=O)C1=CC=C(C=C1)OC)C1CCCCC1